CC=1C=C(C=CC1C)C1=NOC(C1)CNS(=O)(=O)C N-{[3-(3,4-dimethylphenyl)-4,5-dihydro-1,2-oxazol-5-yl]methyl}methanesulfonamide